N1N=CC=2C(=NC=CC21)O 1H-pyrazolo[4,3-c]pyridin-4-ol